FC1=C(OC2=NN3C(C=CC=C3)=N2)C=C(C(=C1)[N+](=O)[O-])F (2,5-difluoro-4-nitrophenoxy)-[1,2,4]triazolo[1,5-a]pyridine